NC1=NC(=NC(=C1)C)NCCCC(F)(F)C1CCN(CC1)C(=O)OC(C)(C)C tert-butyl 4-(4-((4-amino-6-methylpyrimidin-2-yl)amino)-1,1-difluoro-butyl)piperidine-1-carboxylate